ethyl 2-((5-cyclopropylpyrazin-2-yl)oxy)acetate C1(CC1)C=1N=CC(=NC1)OCC(=O)OCC